BrC=1C(=C(C(=CC1)[N+](=O)[O-])N1C[C@@H](N(CC1)C(=O)OC(C)(C)C)CNC)C(F)(F)F tert-butyl (2S)-4-[3-bromo-6-nitro-2-(trifluoromethyl)phenyl]-2-[(methylamino)methyl]piperazine-1-carboxylate